methyl 4-(5-(1,1-difluoroethyl)-1,2,4-oxadiazol-3-yl)bicyclo[2.2.2]octane-1-carboxylate FC(C)(F)C1=NC(=NO1)C12CCC(CC1)(CC2)C(=O)OC